O=C1N(CCC(N1)=O)N1C(C2=CC=CC(=C2C1=O)N1CCC(CC1)CN1CCN(CC1)C1=NC=C(C(=C1)C(F)(F)F)C=1C=CC=2C3=C(N(C2C1)C)C=CN=C3)=O 2-(2,4-dioxotetrahydropyrimidin-1(2H)-yl)-4-(4-((4-(5-(5-methyl-5H-pyrido[4,3-b]indol-7-yl)-4-(trifluoromethyl)pyridin-2-yl)piperazin-1-yl)methyl)piperidin-1-yl)isoindoline-1,3-dione